FC1=C(C=CC(=C1)F)C1=NC(=NC2=NC(=C(N=C12)C)C)[C@@H]1C[C@@H](OCC1)C1=CC(=NC=C1)C 4-(2,4-difluorophenyl)-6,7-dimethyl-2-((2R,4S)-2-(2-methyl-4-pyridinyl)tetrahydro-2H-pyran-4-yl)pteridine